C(C)(=O)O[C@H]1CCC2C3CCC=4C=C(C(=CC4C3CC[C@]12C)OC)OS(=O)(=O)C1=CC2=CC=CC=C2C=C1 (13S,17S)-2-methoxy-13-methyl-3-((naphthalen-2-ylsulfonyl)oxy)-7,8,9,11,12,13,14,15,16,17-decahydro-6H-cyclopenta[a]phenanthren-17-yl acetate